2,4-dimethyl-2-propyl-1,3-heptanediol CC(CO)(C(C(CCC)C)O)CCC